CN1CC(C1)(C)[C@](O)(C1=CC=C(C=C1)OC(F)(F)F)C1=CC(=CC=C1)C1=NC(=NO1)CCC1=CC=CC=C1 (S)-(1,3-Dimethyl-azetidin-3-yl)-[3-(3-phenethyl-[1,2,4]oxadiazol-5-yl)-phenyl]-(4-trifluoromethoxy-phenyl)-methanol